C(C)(C)(C)OC(=O)N1C(CNCC1)C=1C=NC(=CC1)NC=1N=CC2=C(N1)N(C(=C2)C(NC)=O)C2CCCC2 (6-((7-cyclopentyl-6-(N-methylcarbamoyl)-7H-pyrrolo[2,3-d]pyrimidine-2-yl)amino)pyridin-3-yl)piperazine-1-carboxylic acid tert-butyl ester